1,1,1-trifluoro-3-(3-fluoro-propoxy)propane FC(CCOCCCF)(F)F